N,N-Bis(2-methoxyethyl)benzamide tert-Butyl-6-((6-chloro-5-(trifluoromethyl)pyridin-2-yl)methylene)-2-azaspiro[3.3]heptane-2-carboxylate C(C)(C)(C)OC(=O)N1CC2(C1)CC(C2)=CC2=NC(=C(C=C2)C(F)(F)F)Cl.COCCN(C(C2=CC=CC=C2)=O)CCOC